ClC1=CC2=C(N=C(N=C2NCCS(=O)(=O)NC2=CC=C(C=C2)C(F)(F)F)N2CCN(CC2)C)C=N1 2-((6-chloro-2-(4-methylpiperazin-1-yl)pyrido[3,4-d]pyrimidin-4-yl)amino)-N-(4-(trifluoromethyl)phenyl)ethane-1-sulfonamide